C(C)(=O)C1=NN(C2=C(C=C(C=C12)C=1C=NC(=NC1)C)C)CC(=O)N1[C@@H]2C[C@@]2(C[C@H]1C(=O)NCC(=O)O)C ((1R,3S,5R)-2-(2-(3-acetyl-7-methyl-5-(2-methylpyrimidin-5-yl)-1H-indazol-1-yl)acetyl)-5-methyl-2-azabicyclo[3.1.0]hexane-3-carbonyl)glycine